C(C)OC=1C=NC=C(C1)C1=CC=CC=C1 3-ethoxy-5-phenylpyridine